(2S,3S,4R,5R)-6-[3-(2,3-dihydro-1,4-benzodioxin-6-ylmethyl)-4-Methylphenyl]oxane-2,3,4,5-tetraol O1CCOC2=C1C=CC(=C2)CC=2C=C(C=CC2C)C2[C@@H]([C@H]([C@@H]([C@H](O2)O)O)O)O